dihydrobenzo[c][1,2]oxaborole-6-carboxylic acid B1OCC2=C1C=C(C=C2)C(=O)O